(3-fluoro-2-methoxypyridin-4-yl)boronic acid FC=1C(=NC=CC1B(O)O)OC